C(N)(O[C@H](CC1(CCC2(C(=NNC(O2)=O)C2=C(C=C(C=C2)F)Br)CC1)O)CC(C)(C)C)=O ((S)-tert-butyl 1-(trans-5-(2-bromo-4-fluorophenyl)-9-hydroxy-2-oxo-1-oxa-3,4-diazaspiro[5.5]undec-4-en-9-yl) propan-2-yl) carbamate